ClC=1C(=NC(=NC1)NC1CCOCC1)C1=CC=C2CN(C(C2=C1)=O)CC(=O)NC1CN(CCC1)C1=CC=CC=C1 2-(6-{5-chloro-2-[(oxacyclohex-4-yl)amino]pyrimidin-4-yl}-1-oxo-2,3-dihydro-1H-isoindol-2-yl)-N-(1-phenylpiperidin-3-yl)acetamide